3-Fluoro-1-methyl-5-(4,4,5,5-tetramethyl-1,3,2-dioxaborolan-2-yl)pyridin FC=1CN(C=C(C1)B1OC(C(O1)(C)C)(C)C)C